1,3-bis(3-methyl-4-hydroxyphenyl)-5-methyl-7-propyl-adamantane CC=1C=C(C=CC1O)C12CC3(CC(CC(C1)(C3)CCC)(C2)C)C2=CC(=C(C=C2)O)C